C(CCCCCCCCCCCCCCCCC)C1=C2C(C(C(=NC2=CC=C1)C1=CC=CC=C1)O)=O n-octadecyl-2-phenyl-3-hydroxyquinolin-4-one